C(C)OC(=O)C1=CC2=C(N3C(S2)=NC(=C3)C3=C(C=C(C=C3)C3NC(CC3)=O)F)C=C1 2-(2-fluoro-4-(5-oxopyrrolidin-2-yl)phenyl)benzo[d]imidazo[2,1-b]thiazole-7-carboxylic acid ethyl ester